OC[C@H](C[C@H]1C(NCC1)=O)NC([C@H](CC(C)C)NC(OC([2H])([2H])C12CC3CC(CC(C1)C3)C2)=O)=O ((3S,5S,7S)-Adamantan-1-yl)methyl-d2 ((S)-1-(((S)-1-hydroxy-3-((S)-2-oxopyrrolidin-3-yl)propan-2-yl)amino)-4-methyl-1-oxopentan-2-yl)carbamate